4,4-difluorobut-3-en-1-yl 2-(3,5-dimethyl-1H-pyrazol-1-yl)propanoate CC1=NN(C(=C1)C)C(C(=O)OCCC=C(F)F)C